(3S,4S)-4-amino-3-(3-boronopropyl)piperidine-4-carboxylic acid N[C@@]1([C@H](CNCC1)CCCB(O)O)C(=O)O